FC1=CC=C(C(=O)N2[C@@H](C=3N(CC2)C(=NC3C(C)=O)C3=NC(=NS3)C)C)C=C1 (R)-1-(7-(4-fluorobenzoyl)-8-methyl-3-(3-methyl-1,2,4-thiadiazol-5-yl)-5,6,7,8-tetrahydroimidazo[1,5-a]pyrazin-1-yl)ethan-1-one